(2S,3R)-3-hydroxy-1-(6-methyl-4-(trifluoromethyl)pyridin-2-yl)-N-(m-tolyl)pyrrolidine-2-carboxamide O[C@H]1[C@H](N(CC1)C1=NC(=CC(=C1)C(F)(F)F)C)C(=O)NC=1C=C(C=CC1)C